1-dimethylethoxysilyl-2-bis(4-methylpiperazin-1-yl)methylsilylethylene C[Si](C=C[SiH2]C(N1CCN(CC1)C)N1CCN(CC1)C)(OCC)C